(1S,4R)-4-((tert-Butoxycarbonyl)amino)-3,3-difluorocyclopentane-1-carboxylic acid C(C)(C)(C)OC(=O)N[C@H]1C(C[C@H](C1)C(=O)O)(F)F